(R)-3-(3-chloro-4-fluorophenyl)-1-(8,9-difluoro-3-methyl-6-oxo-1,2,3,4,5,6-hexahydrobenzo[c][1,7]naphthyridin-1-yl)-1-methylurea ClC=1C=C(C=CC1F)NC(N(C)[C@@H]1C=2C3=C(C(NC2CN(C1)C)=O)C=C(C(=C3)F)F)=O